N-(4-(1H-pyrazol-1-yl)benzyl)-N-(3-methoxybenzyl)-4-(2-(2-(3-methoxyphenoxy)ethoxy)ethoxy)aniline N1(N=CC=C1)C1=CC=C(CN(C2=CC=C(C=C2)OCCOCCOC2=CC(=CC=C2)OC)CC2=CC(=CC=C2)OC)C=C1